C(C1=CC=CC=C1)OCCOC1=C(C=C(C=O)C=C1C)C 4-(2-benzyloxy-ethoxy)-3,5-dimethylbenzaldehyde